zirconium telluride [Te-2].[Zr+4].[Te-2]